[Li].N1=C(C=C(C=C1C(=O)O)C(=O)O)C(=O)O 2,4,6-pyridinetricarboxylic acid lithium